(2S,3R,4S,5R)-4-[[3-[2-(difluoromethoxy)-4-fluoro-phenyl]-4,5-dimethyl-5-(trifluoromethyl)tetrahydrofuran-2-carbonyl]amino]-N-methyl-pyridine-2-carboxamide FC(OC1=C(C=CC(=C1)F)[C@@H]1[C@H](O[C@]([C@H]1C)(C(F)(F)F)C)C(=O)NC1=CC(=NC=C1)C(=O)NC)F